NC1=CC=C(C=C1)C#CC#CC1=CC=C(C(=O)N[C@H](C(=O)OC)[C@](C(F)F)(C)O)C=C1 (2S,3S)-Methyl 2-(4-((4-aminophenyl) buta-1,3-diyn-1-yl) benzamido)-4,4-difluoro-3-hydroxy-3-methylbutanoate